4-(2-(4-(2-(4-acetyl-5-methyl-3-phenyl-1H-pyrrol-2-yl)-1H-benzo[d]imidazol-6-yl)piperazin-1-yl)-7-azaspiro[3.5]nonan-7-yl)-2-(2,6-dioxopiperidin-3-yl)isoindoline-1,3-dione C(C)(=O)C=1C(=C(NC1C)C1=NC2=C(N1)C=C(C=C2)N2CCN(CC2)C2CC1(C2)CCN(CC1)C1=C2C(N(C(C2=CC=C1)=O)C1C(NC(CC1)=O)=O)=O)C1=CC=CC=C1